(2-(((2R,3S,4R,5S)-5-(4-(benzyl(methyl)amino)-6-chloro-1H-pyrazolo[3,4-d]pyrimidin-1-yl)-3,4-dihydroxytetrahydrofuran-2-yl)methoxy)ethyl)phosphonic acid C(C1=CC=CC=C1)N(C1=C2C(=NC(=N1)Cl)N(N=C2)[C@@H]2[C@@H]([C@@H]([C@H](O2)COCCP(O)(O)=O)O)O)C